(1s,3s)-3-((6-(4-(hydroxymethyl)-3-methylisoxazol-5-yl)pyridin-3-yl)oxy)cyclohexane-1-carboxylic acid isopropyl ester C(C)(C)OC(=O)[C@@H]1C[C@H](CCC1)OC=1C=NC(=CC1)C1=C(C(=NO1)C)CO